4-{2-[2-(2-methoxyquinoxaline-6-sulfonamido)phenyl]ethynyl}benzoic acid COC1=NC2=CC=C(C=C2N=C1)S(=O)(=O)NC1=C(C=CC=C1)C#CC1=CC=C(C(=O)O)C=C1